C(N)(O[C@@H]1C[C@H](CC1)O)=O ((1s,3s)-3-hydroxycyclopentyl) carbamate